OC1CCN(C2=CC=CC=C12)C(=O)OC(C)(C)C Tert-butyl 4-hydroxy-3,4-dihydroquinoline-1(2H)-carboxylate